C(C)(C)(C)OC(NCCCCCCN(CC)C(=O)C1=CC2=CC(=C(C(=C2C=C1)[N+](=O)[O-])O)O)=O tert-Butyl-N-[6-[(6,7-Dihydroxy-5-nitro-naphthalin-2-carbonyl)-ethyl-amino]hexyl]carbamat